(E)-1-bromo-4-(5,5,5-trifluoropent-1-en-1-yl)benzene BrC1=CC=C(C=C1)\C=C\CCC(F)(F)F